tert-butyl 2-bromo-6-methyl-6,7-dihydropyrazolo[1,5-a]pyrazine-5(4H)-carboxylate BrC1=NN2C(CN(C(C2)C)C(=O)OC(C)(C)C)=C1